NCC=1C=C(C=CC1)C=1C=C(C2=C(C(=CO2)COC2=C(C=CC=C2)CC(=O)O)C1)NC[C@H]1OCCC1 (S)-2-(2-((5-(3-(aminomethyl)phenyl)-7-(((tetrahydrofuran-2-yl)methyl)amino)benzofuran-3-yl)methoxy)phenyl)acetic acid